6-methyl-2,6-diazaspiro[3.4]octan-5-one CN1C(C2(CNC2)CC1)=O